NC=1C=C(C=NC1C)NC(CN1[C@@H](CCC1)C)=O (R)-N-(5-amino-6-methylpyridin-3-yl)-2-(2-methylpyrrolidin-1-yl)acetamide